Thiophosphorous amide P(N)(S)O